NC1C2CN(CC1CC2)C2=NC(=C(C=1N2C=CN1)C1=CC(=C(C=C1)C)O)C1=CC(=C(C#N)C=C1)F 4-(5-(8-amino-3-azabicyclo[3.2.1]octane-3-yl)-8-(3-hydroxy-4-methylphenyl)imidazolo[1,2-c]pyrimidin-7-yl)-2-fluorobenzonitrile